3,3'-(propioloylazanediyl)dipropanoic Acid C(C#C)(=O)N(CCC(=O)O)CCC(=O)O